diethoxyfurfural C(C)OC=1C(=C(C=O)OC1)OCC